4-(4-amino-7-cyano-2-(4-(2-fluoroacrylamido)phenyl)-1H-pyrrolo[3,2-c]pyridin-3-yl)-2-methoxy-N-(1-methylcyclopropyl)benzamide NC1=NC=C(C2=C1C(=C(N2)C2=CC=C(C=C2)NC(C(=C)F)=O)C2=CC(=C(C(=O)NC1(CC1)C)C=C2)OC)C#N